BrC=1C=C(C=C(C1)F)C(C#N)NCC(=O)OC methyl ((3-bromo-5-fluorophenyl)(cyano)methyl)glycinate